BrC1=C(C(=C(C(=C1CC#N)F)CC#N)Br)C1=CC=C(C=C1)C(F)(F)F 2,2'-(1,3-dibromo-2-(4-(trifluoromethyl)phenyl)-5-fluoro-4,6-phenylene)diacetonitrile